FC1=C(C(=CC(=C1)F)OCCOC)C=1C2=C(C(=NC1C1=NN3C([C@H](N(CC3)C(=O)[O-])C)=C1)O)C=CS2 (R)-2-((R)-7-(2,4-difluoro-6-(2-methoxyethoxy) phenyl)-4-hydroxythieno[3,2-c]pyridin-6-yl)-4-methyl-6,7-dihydropyrazolo[1,5-a]pyrazine-5(4H)-carboxylate